C(C)(C)(C)OC(N(C)C=1C=C(C(=C2C3=C(NC12)N=CC(=C3N3C[C@]1(C[C@H]1NC(=O)OC(C)(C)C)CC3)Br)Cl)F)=O.C(C)(C)(CC(C)(C)C)C(C(=O)N)=C t-octylacrylamide tert-butyl-(3-bromo-4-((1R,3R)-1-((tert-butoxycarbonyl)amino)-5-azaspiro[2.4]heptan-5-yl)-5-chloro-6-fluoro-9H-pyrido[2,3-b]indol-8-yl)(methyl)carbamate